N=1N(C=C2C1C=NC=C2)C[C@@]2(C[C@]1(CN(C(O1)=O)C1=NC=C(C=C1)P(=S)(C)C)CCC2)C (5S,7S)-7-((2H-pyrazolo[3,4-c]pyridin-2-yl)methyl)-3-(5-(dimethylphosphorothioyl)pyridin-2-yl)-7-methyl-1-oxa-3-azaspiro[4.5]decan-2-one